methyl-Pentamethylenediamine CNCCCCCN